1-[(4-bromo-3-fluorophenyl)methyl]-3-[(4-methoxyphenyl)methyl]-1,3-diazinane-2,4-dione BrC1=C(C=C(C=C1)CN1C(N(C(CC1)=O)CC1=CC=C(C=C1)OC)=O)F